4-Cyano-N-[(2S)-5-[[(1R,2S)-2-(4-fluorophenyl)cyclopropyl](prop-2-en-1-yl)amino]-1-[4-(2-hydroxyethyl)piperazin-1-yl]-1-oxopentan-2-yl]benzamide C(#N)C1=CC=C(C(=O)N[C@H](C(=O)N2CCN(CC2)CCO)CCCN(CC=C)[C@H]2[C@@H](C2)C2=CC=C(C=C2)F)C=C1